O1C2=C(OC(C1([2H])[2H])([2H])[2H])C=C(C=C2)OC2CCN(CC2)C2=C(C(=C1C(=N2)CN(C1=O)C)C)C 2-(4-((2,3-dihydrobenzo[b][1,4]dioxin-6-yl-2,2,3,3-d4)oxy)piperidin-1-yl)-3,4,6-trimethyl-6,7-dihydro-5H-pyrrolo[3,4-b]pyridin-5-one